P(OC1=CC(=C(C=C1)C1=CC=C(C=C1)OP([O-])=O)C1=C(C=C(C=C1)C(C)(C)C)C(C)(C)C)([O-])=O (2,4-di-tert-butylphenyl)-1,1-biphenyl-4,4'-diyl bisphosphonate